C[Si](Br)(C)C trimethyl-bromomonosilane